C(C)(C)(C)OC(=O)N1C(CCCC1)C=1C=C2CN(C(C2=CC1)=O)C1C(NC(CC1)=O)=O (2-(2,6-dioxopiperidin-3-yl)-1-oxoisoindol-5-yl)piperidine-1-carboxylic acid tert-butyl ester